6,7-dimethoxy-3-oxo-1,3-dihydronaphtho[2,3]furan COC=1C(=CC2=CC3=C(C(CO3)=O)C=C2C1)OC